(S)-1-(diphenylcarbamoyl)-4-(methyl((5-methylthiophen-2-yl)methyl)carbamoyl)piperazine-2-carboxylic acid C1(=CC=CC=C1)N(C(=O)N1[C@@H](CN(CC1)C(N(CC=1SC(=CC1)C)C)=O)C(=O)O)C1=CC=CC=C1